1-[3-(4-Bromo-2-methyl-2H-pyrazol-3-yl)-4-(2-dimethylamino-ethoxy)-phenyl]-3-(2,4-difluoro-phenyl)-urea BrC1=C(N(N=C1)C)C=1C=C(C=CC1OCCN(C)C)NC(=O)NC1=C(C=C(C=C1)F)F